N-[(2R)-1-ethoxypropan-2-yl]azetidine-3-carboxamide hydrochloride Cl.C(C)OC[C@@H](C)NC(=O)C1CNC1